FC(F)(F)C=1N=C2N(C=CC=C2)C1 (trifluoromethyl)imidazo[1,2-a]pyridin